CN1C(N(C2=C1C(=CC=C2)C2CCNCC2)C2C(NC(CC2)=O)=O)=O 3-[3-methyl-2-oxo-4-(4-piperidinyl)benzimidazol-1-yl]piperidine-2,6-dione